1-(3-Ethylquinuclidin-3-yl)-3-(2-(4'-(methylsulfonyl)-[1,1'-biphenyl]-4-yl)propan-2-yl)urea C(C)C1(CN2CCC1CC2)NC(=O)NC(C)(C)C2=CC=C(C=C2)C2=CC=C(C=C2)S(=O)(=O)C